C[C@@H]1NC2=CC=C3C(=C2CC1)N=C(N3CCNC3COC3)CCN3N=CC=C3 (7S)-7-Methyl-3-{2-[(oxetan-3-yl)amino]ethyl}-2-[2-(1H-pyrazol-1-yl)ethyl]-3H,6H,7H,8H,9H-imidazo[4,5-f]chinolin